Cl.NC\C=C(\CN1C=NC2=C1C=C(C=C2C2=CC(=NN2C)C(F)(F)F)C#N)/F (Z)-1-(4-amino-2-fluoro-but-2-en-1-yl)-4-(1-methyl-3-(trifluoromethyl)-1H-pyrazol-5-yl)-1H-benzo[d]imidazole-6-carbonitrile hydrochloride